4-((3,3,4,4,4-pentafluorobutyl)amino)pyrrolo[1,2-a]quinoxaline-7-carboxylic acid FC(CCNC=1C=2N(C3=CC=C(C=C3N1)C(=O)O)C=CC2)(C(F)(F)F)F